2-(3,4-dichlorophenyl)-1-ethyl-6-methyl-4-oxo-5-[3-(trifluoromethoxy)phenyl]pyridine-3-carboxylic acid ClC=1C=C(C=CC1Cl)C=1N(C(=C(C(C1C(=O)O)=O)C1=CC(=CC=C1)OC(F)(F)F)C)CC